ClC=1C=C(C=CC1OC[C@H](CCl)O)S(=O)(=O)C1=CC=C(OC[C@H](CO)O)C=C1 (S)-3-(4-((3-chloro-4-((R)-3-chloro-2-hydroxypropoxy)phenyl)sulfonyl)phenoxy)propane-1,2-diol